BrC1=C(C=CC=C1)[C@H]1OCCN(C1)C=1C2=C(N=C(N1)N)C=CN2 (R)-4-(2-(2-bromophenyl)morpholino)-5H-pyrrolo[3,2-d]pyrimidin-2-amine